5-methyl-3-(1H-1,2,3-triazol-1-yl)picolinenitrile CC=1C=C(C(=NC1)C#N)N1N=NC=C1